ClC1=C(C=CC=C1C1=NC=NC=C1)SC1=NC=C(C=N1)N1CCC2([C@@H]([C@@H](OC2)C)N)CC1 (3S,4S)-8-(2-((2-chloro-3-(pyrimidine-4-yl)phenyl)mercapto)pyrimidine-5-yl)-3-methyl-2-oxa-8-azaspiro[4.5]decane-4-amine